C(C=C)(=O)N1CC[C@@H]2[C@H]1CN(CC2)C2=C1C(=C(NC1=C(C(=C2F)F)C(=O)N)C)Cl 4-((3aR,7aS)-1-acryloyloctahydro-6H-pyrrolo[2,3-c]pyridin-6-yl)-3-chloro-5,6-difluoro-2-methyl-1H-indole-7-carboxamide